dimorpholinomethanone O1CCN(CC1)C(=O)N1CCOCC1